FC1=CC=CC=2C3CC[C@@]4(C(C[C@H](C4C3CCC12)CCC(=O)NC=1N=NC=CC1)=O)C 3-((13S,15R)-4-fluoro-13-methyl-17-oxo-7,8,9,11,12,13,14,15,16,17-decahydro-6H-cyclopenta[a]phenanthren-15-yl)-N-(pyridazin-3-yl)propanamide